5-ethoxypiperidine-1-carboxylic acid tert-butyl ester C(C)(C)(C)OC(=O)N1CCCC(C1)OCC